ethylenediaminetetra-(1-ethylphosphonic acid) C(CN(P(OCC)(O)=O)P(OCC)(O)=O)N(P(OCC)(O)=O)P(OCC)(O)=O